3-(difluoromethyl)-1-methyl-1H-pyrazole-4-carbohydrazide FC(C1=NN(C=C1C(=O)NN)C)F